N-(2-(2-(4-(benzyloxy)phenoxy)ethoxy)ethyl)piperidin-2-amine C(C1=CC=CC=C1)OC1=CC=C(OCCOCCNC2NCCCC2)C=C1